4-(5-chloro-1-methyl-1H-pyrazolo[4,3-d]pyrimidin-3-yl)cyclohex-3-en-1-ol ClC=1N=CC2=C(N1)C(=NN2C)C2=CCC(CC2)O